4-amino-1-(2-methoxy-4-(methoxycarbonyl)benzyl)-3-methyl-1H-pyrazole-5-carboxylic acid ethyl ester C(C)OC(=O)C1=C(C(=NN1CC1=C(C=C(C=C1)C(=O)OC)OC)C)N